(3aR,5s,6aS)-N-[6-(2-chloro-5-fluoro-phenyl)pyridazin-3-yl]-2-(tetrahydropyran-3-ylmethyl)-3,3a,4,5,6,6a-hexahydro-1H-cyclopenta[c]pyrrol-5-amine ClC1=C(C=C(C=C1)F)C1=CC=C(N=N1)NC1C[C@@H]2[C@@H](CN(C2)CC2COCCC2)C1